tert-butyl (S)-2-((2-(tert-butoxy)-2-oxoethoxy)methyl)pyrrolidine-1-carboxylate C(C)(C)(C)OC(COC[C@H]1N(CCC1)C(=O)OC(C)(C)C)=O